COC1=NC=CC(=C1)C1=NC(=CC(=N1)N=S(=O)(C)C)N1[C@@H](COCC1)C (R)-((2-(2-methoxy-pyridin-4-yl)-6-(3-methylmorpholino)-pyrimidin-4-yl)imino)-dimethyl-λ6-sulfanone